C(C)(C)(C)N1CC=C(C=C1)NC(CC1=C(C=CC(=C1)C(C)(C)C)O)=O N-tert.-Butyl-4-[[2-(5-tert.-butyl-2-hydroxyphenyl)acetyl]amino]pyridin